2-(1-methylpropyl)thiazole methyl-2-(2-(2,4-dimethylthiazol-5-yl)phenyl)-3-methylimidazo[1,2-a]pyridine-7-carboxylate COC(=O)C1=CC=2N(C=C1)C(=C(N2)C2=C(C=CC=C2)C2=C(N=C(S2)C)C)C.CC(CC)C=2SC=CN2